N1,N3-dimethylcyclobutane-1,3-dicarboxamide CNC(=O)C1CC(C1)C(=O)NC